N-((1R,2R)-1-amino-2,3-dihydro-1H-inden-2-yl)-4-(5-methyl-7H-pyrrolo[2,3-d]pyrimidin-4-yl)-3,4-dihydro-2H-1,4-thiazine-6-carboxamide N[C@H]1[C@@H](CC2=CC=CC=C12)NC(=O)C1=CN(CCS1)C=1C2=C(N=CN1)NC=C2C